C1CC=2C1=CC=1CCCC1C2NC(=O)N[S@@](=O)(=N)C=2C=NN1C2OCCC1 (S)-N-((2,4,5,6-tetrahydro-1H-cyclobuta[f]inden-3-yl)carbamoyl)-6,7-dihydro-5H-pyrazolo[5,1-b][1,3]oxazine-3-sulfonimidamide